C(C1=CC=CC=C1)OCCOCC=C allyl 2-benzyloxyethyl ether